isonipecotoamide N1CCC(C(=O)N)CC1